2-(4-isopropylphenyl)imidazo[1,2-a]pyridine-3-carbaldehyde C(C)(C)C1=CC=C(C=C1)C=1N=C2N(C=CC=C2)C1C=O